ClC1=CC=C(C=C1)[C@H](CC(=O)OCC)N1C(C2=C(C=C(C=C2C1=O)C(=O)C1(CCOCC1)F)F)(O)C1=CC=C(C=C1)Cl Ethyl (3S)-3-(4-chlorophenyl)-3-(1-(4-chlorophenyl)-7-fluoro-5-(4-fluorotetrahydro-2H-pyran-4-carbonyl)-1-hydroxy-3-oxoisoindolin-2-yl)propanoate